(E)-2-(ethyl-(4-((4-nitrophenyl)diazinyl)phenyl)amino)ethan-1-ol C(C)N(CCO)C1=CC=C(C=C1)C=1N=NC=CC1C1=CC=C(C=C1)[N+](=O)[O-]